7-{3-[1-(Cyclohexylmethyl)-1H-pyrazol-4-yl]-6-methylpyridin-2-yl}-3-methoxycinnolin C1(CCCCC1)CN1N=CC(=C1)C=1C(=NC(=CC1)C)C1=CC=C2C=C(N=NC2=C1)OC